N-cyclopropylquinolin-2-amine C1(CC1)NC1=NC2=CC=CC=C2C=C1